2-(3,4-dimethoxyphenyl)-3-ethyl-N,N-bis(2-methoxyethyl)-1H-indole-5-carboxamide COC=1C=C(C=CC1OC)C=1NC2=CC=C(C=C2C1CC)C(=O)N(CCOC)CCOC